6-(2-fluoro-4-methyl-phenyl)-5-[4-[(3S)-1-(3-fluoropropyl)pyrrolidin-3-yl]oxyphenyl]-8,9-dihydro-7H-benzo[7]annulen-2-ol FC1=C(C=CC(=C1)C)C1=C(C2=C(CCC1)C=C(C=C2)O)C2=CC=C(C=C2)O[C@@H]2CN(CC2)CCCF